(R)-methyl 1-((2-aminobutyl)amino)thieno[3,2-f]quinoline-2-carboxylate N[C@@H](CNC1=C(SC=2C1=C1C=CC=NC1=CC2)C(=O)OC)CC